Methyl-Glucose Caprate OC(=O)CCCCCCCCC.CC(=O)[C@H](O)[C@@H](O)[C@H](O)[C@H](O)CO